OC1N(C(N(C1C)C)=O)C1=NC=CC(=C1)C(F)(F)F 4-hydroxy-1,5-dimethyl-3-[4-(trifluoromethyl)-2-pyridinyl]imidazolin-2-one